4-((3-(2-fluorophenyl)-2,4-dioxo-3,4-dihydroquinazolin-1(2H)-yl)methyl)-N-hydroxybenzoamide FC1=C(C=CC=C1)N1C(N(C2=CC=CC=C2C1=O)CC1=CC=C(C(=O)NO)C=C1)=O